Cl.C(C)OC1=C(C=C(C=C1)NC(=O)C1NCCC1)C(NCC1=CC(=CC=C1)C=1SC=CN1)=O N-(4-ethoxy-3-((3-(thiazol-2-yl)benzyl)carbamoyl)phenyl)pyrrolidine-2-carboxamide hydrochloride